[N+](=O)([O-])C1=CC=C(C=C1)OC(=O)[C@H]1[C@@H](C1)C(=O)OC1=CC=C(C=C1)[N+](=O)[O-] trans-1,2-cyclopropanedicarboxylic acid bis(4-nitrophenyl) ester